C1=C(C=CC2=CC=CC=C12)C1=NSC(N1)=O 3-(naphthalen-2-yl)-1,2,4-thiadiazol-5(4H)-one